trimethylstyrylphenol CC=1C(=C(C(=C(C1)O)C=CC1=CC=CC=C1)C)C